N1N=CC(=C1)C1N(CCN(C1)C1=NC(=NC=C1)C1=CN=C2N1C=C(C=C2)C(F)(F)F)C(=O)C2C(C2)(F)F (2-(1H-pyrazol-4-yl)-4-(2-(6-(trifluoromethyl)imidazo[1,2-a]pyridin-3-yl)pyrimidin-4-yl)piperazin-1-yl)(2,2-difluorocyclopropyl)methanone